ClC=1C=CC2=C(N=C(O2)C2CC3(CC(C3)NC(=O)C=3OC(=CC3)S(=O)(=O)NC(=O)C3COCC3)C2)C1 N-[6-(5-chloro-1,3-benzoxazol-2-yl)spiro[3.3]Heptane-2-yl]-5-(tetrahydrofuran-3-carbonylaminosulfonyl)furan-2-carboxamide